1-(5-amino-6-(4-fluorobenzyl)-3,3-dimethyl-2,3-dihydro-1H-pyrrolo[3,2-b]pyridin-1-yl)ethan-1-one NC1=C(C=C2C(=N1)C(CN2C(C)=O)(C)C)CC2=CC=C(C=C2)F